tert-butyl (R)-(2-((tert-butyldimethylsilyl)oxy)-1-(5-(4-(trifluoromethoxy)phenyl)-1,2,4-oxadiazol-3-yl)ethyl)carbamate [Si](C)(C)(C(C)(C)C)OC[C@@H](C1=NOC(=N1)C1=CC=C(C=C1)OC(F)(F)F)NC(OC(C)(C)C)=O